2-(4-(benzo[d]thiazol-2-ylmethyl)piperazin-1-yl)-4-(2,2-difluoroethoxy)benzonitrile S1C(=NC2=C1C=CC=C2)CN2CCN(CC2)C2=C(C#N)C=CC(=C2)OCC(F)F